tert-butyl 5-methoxy-2-[2-(morpholin-4-yl)-8-(1H-pyrazol-5-yl)-1,7-naphthyridin-4-yl]-1H-indole-1-carboxylate COC=1C=C2C=C(N(C2=CC1)C(=O)OC(C)(C)C)C1=CC(=NC2=C(N=CC=C12)C1=CC=NN1)N1CCOCC1